6-benzyl-2-(pyridin-4-yl)-4-((2-(trimethylsilyl)ethoxy)methoxy)pyrido[3,4-d]pyrimidine C(C1=CC=CC=C1)C1=CC2=C(N=C(N=C2OCOCC[Si](C)(C)C)C2=CC=NC=C2)C=N1